3-(naphthalen-2-yl)propionic acid C1=C(C=CC2=CC=CC=C12)CCC(=O)O